N-(4-(3-(dimethylamino)phenyl)thiazol-2-yl)-2-(6-methyl-7-(methylsulfonyl)-1-oxo-3,4-dihydroisoquinolin-2(1H)-yl)acetamide CN(C=1C=C(C=CC1)C=1N=C(SC1)NC(CN1C(C2=CC(=C(C=C2CC1)C)S(=O)(=O)C)=O)=O)C